NC1=NC=NN2C1=NC=C2C=2C=C(C=CC2C)S(=O)(=O)NCC2(CCOCC2)CO 3-(4-aminoimidazo[2,1-f][1,2,4]triazin-7-yl)-N-{[4-(hydroxymethyl)tetrahydro-2H-pyran-4-yl]methyl}-4-methylbenzenesulfonamide